ClC=1C(=NC(=NC1)NC1CCOCC1)C1=CC=C2CN(C(C2=C1)=O)CC(=O)NCC1=CC(=CC=C1)CCC 2-(6-{5-chloro-2-[(oxacyclohex-4-yl)amino]pyrimidin-4-yl}-1-oxo-2,3-dihydro-1H-isoindol-2-yl)-N-[(3-propylphenyl)methyl]acetamide